[2',6'-dimethoxy-4',6'-bis(benzhydryl)-biphenyl-2-yl]Di-tert-butylphosphine COC1=C(C(CC(=C1)C(C1=CC=CC=C1)C1=CC=CC=C1)(C(C1=CC=CC=C1)C1=CC=CC=C1)OC)C1=C(C=CC=C1)P(C(C)(C)C)C(C)(C)C